trans-4-(maleimidomethyl)cyclohexane-1-carboxylic acid succinimidyl ester C1(CCC(N1OC(=O)[C@@H]1CC[C@H](CC1)CN1C(C=CC1=O)=O)=O)=O